C(C)(=O)N1CC(N(CC1)C1=NN(C(=C1C1=C2C=NNC2=CC(=C1C)C)C)C1CC2(CN(C2)C(C=C)=O)C1)(C)C 1-(6-(3-(4-acetyl-2,2-dimethylpiperazin-1-yl)-4-(5,6-dimethyl-1H-indazol-4-yl)-5-methyl-1H-pyrazol-1-yl)-2-azaspiro[3.3]hept-2-yl)prop-2-en-1-one